FC1=C(C(=CC(=C1)C#CC1=CC=CC=C1)F)C1=NC=2N(C1C=O)C1(C(N2)=O)CC1 [2,6-difluoro-4-(2-phenylethynyl)phenyl]-6'-oxo-spiro[cyclopropane-1,5'-imidazo[1,2-a]imidazole]-3'-carbaldehyde